(3R,4R)-7-methoxy-N-(3-(4-methylpiperazin-1-yl)phenyl)-2-((1-methylpiperidin-4-yl)methyl)-1-oxo-3-(4-(trifluoromethyl)phenyl)-1,2,3,4-tetrahydroisoquinoline-4-carboxamide COC1=CC=C2[C@H]([C@@H](N(C(C2=C1)=O)CC1CCN(CC1)C)C1=CC=C(C=C1)C(F)(F)F)C(=O)NC1=CC(=CC=C1)N1CCN(CC1)C